ClC=1C=C2CN=C(NC2=CC1)SCCN1CCCC1 6-chloro-2-((2-(pyrrolidin-1-yl)ethyl)thio)-1,4-dihydroquinazoline